ClC=1C=C(C=C(C1)Cl)N1N=CC=2C1=NC=C(C2N(C)C)C(=O)N[C@H]2CCOC1=CC=CC=C21 1-(3,5-Dichlorophenyl)-N-[(4S)-3,4-dihydro-2H-chromen-4-yl]-4-(dimethylamino)-1H-pyrazolo[3,4-b]pyridine-5-carboxamide